ClC1=CC2=C(N(C(=N2)NC(CC(C)(C2=CC=CC=C2)O)=O)C2CCC2)C=C1C#N N-(5-chloro-6-cyano-1-cyclobutyl-1H-benzo[d]imidazol-2-yl)-3-hydroxy-3-phenylbutanamide